FC=1C=CC(=C(CNC=2C=C3C(=NNC3=CC2)C(=O)NC)C1)OC1CCOCC1 5-((5-fluoro-2-((tetrahydro-2H-pyran-4-yl)oxy)benzyl)amino)-N-methyl-1H-indazole-3-carboxamide